4-(4-chloro-6-methoxy-9H-pyrimido[4,5-b]indol-7-yl)-3,5-dimethylisoxazole ClC1=NC=NC=2NC3=CC(=C(C=C3C21)OC)C=2C(=NOC2C)C